NCCCCCCNC1=NC(=NC(=N1)NCCCCCCN)NCCCCCCN N2,N4,N6-tris(6-aminohexyl)-1,3,5-triazine-2,4,6-triamine